C1(CC1)CNCC=1C=C(C2=C(C=C(O2)COC2=C(C=CC=C2)CC(=O)OC(C)(C)C)C1)I tert-butyl 2-(2-((5-(((cyclopropylmethyl)amino)methyl)-7-iodobenzofuran-2-yl)methoxy)phenyl)acetate